3-(3-((5-bromo-2-((3-methyl-1-(1-methylpyrrolidin-3-yl)-1H-pyrazol-4-yl)amino)pyrimidin-4-yl)amino)propyl)-6,6-dimethyl-1,3-oxazinan-2-one BrC=1C(=NC(=NC1)NC=1C(=NN(C1)C1CN(CC1)C)C)NCCCN1C(OC(CC1)(C)C)=O